1,2,3-trifluoro-5-(prop-1-en-1-yl)benzene methyl-10-chloro-9-methoxybicyclo[5.4.0]undeca-1(7),8,10-triene-8-carboxylate COC(=O)C=1C=2CCCCCC2C=C(C1OC)Cl.FC1=C(C(=CC(=C1)C=CC)F)F